(6S)-5-[3'-fluoro-2-(trifluoromethyl)[1,1'-biphenyl]-4-yl]-6-methyl-3,6-dihydro-2H-1,3,4-oxadiazin FC=1C=C(C=CC1)C1=C(C=C(C=C1)C1=NNCO[C@H]1C)C(F)(F)F